4-(6-methoxybenzo[d]thiazol-2-yl)-N,N-dimethylaniline COC1=CC2=C(N=C(S2)C2=CC=C(N(C)C)C=C2)C=C1